COC(=O)C1=NC(=C(C=C1)OC)C1=CC=C(C=C1)F 6-(4-fluorophenyl)-5-methoxypyridinecarboxylic acid methyl ester